NC[C@H]1N(CCOC1)C(=O)OC(C)(C)C |r| (±)-tert-butyl 3-(aminomethyl)morpholine-4-carboxylate